methyl 3-aminoadamantane-1-carboxylate NC12CC3(CC(CC(C1)C3)C2)C(=O)OC